N-(5-bromo-1,3-thiazol-2-yl)acetamide BrC1=CN=C(S1)NC(C)=O